BrC1=NN=C(S1)CN1C(C=C(C=C1)N1C[C@@H](CCC1)N(C(OC(C)(C)C)=O)CC1CCC1)=O tert-butyl (R)-(1-(1-((5-bromo-1,3,4-thiadiazol-2-yl)methyl)-2-oxo-1,2-dihydropyridin-4-yl)piperidin-3-yl)(cyclobutylmethyl)carbamate